hydrazine dithiocarbamate C(N)(S)=S.NN